ClC=1C=CC=2N=CN=C(C2N1)NC1=CC(=CC=C1)OC1=CC=CC=C1 6-chloro-N-(3-phenoxyphenyl)pyrido[3,2-d]pyrimidin-4-amine